(2S,4R)-6-chloro-N-{3-[3-(4-chloro-3-fluorophenyl)-1,2,4-oxadiazol-5-yl]bicyclo[1.1.1]pentan-1-yl}-4-hydroxy-3,4-dihydro-2H-1-benzopyran-2-carboxamide ClC=1C=CC2=C([C@@H](C[C@H](O2)C(=O)NC23CC(C2)(C3)C3=NC(=NO3)C3=CC(=C(C=C3)Cl)F)O)C1